(1S,3S)-3-((2-methyl-6-(3-methyl-4-(((methyl(pentyl)carbamoyl)oxy)methyl)isoxazol-5-yl)pyridin-3-yl)oxy)cyclohexane-1-carboxylic acid CC1=NC(=CC=C1O[C@@H]1C[C@H](CCC1)C(=O)O)C1=C(C(=NO1)C)COC(N(CCCCC)C)=O